(S)-7-((S)-5-Chloro-6-methoxy-2-phenyl-2-((S)-pyrrolidin-2-yl)-2,3-dihydrobenzofuran-4-yl)-8-fluoro-3,4-dihydro-2H-benzo[b][1,4]oxazine-6-carboxamide ClC=1C(=CC2=C(C[C@@](O2)([C@H]2NCCC2)C2=CC=CC=C2)C1C=1C(=CC2=C(OCCN2)C1F)C(=O)N)OC